2-methoxy-7-(4-methoxyphenylethyl)-7,8-dihydro-1,6-naphthyridin-5(6H)-one COC1=NC=2CC(NC(C2C=C1)=O)CCC1=CC=C(C=C1)OC